C(C)C1(CC\C=C\C(CC1)O)C(=O)[O-].[K+] Potassium (E)-1-ethyl-6-hydroxycyclooct-4-ene-1-carboxylate